3-(n-butoxy)oxetane C(CCC)OC1COC1